BrC1=CC=C(C=C1)N1C(C=CC=C1F)=O 1-(4-bromophenyl)-6-fluoropyridin-2(1H)-one